(E)-3-(5-(1-cyclohexyl-1,6-dihydroimidazo[4,5-d]pyrrolo[2,3-b]pyridin-2-yl)furan-2-yl)-2-(4-hydroxypiperidine-1-carbonyl)acrylonitrile C1(CCCCC1)N1C(=NC=2C1=C1C(=NC2)NC=C1)C1=CC=C(O1)/C=C(\C#N)/C(=O)N1CCC(CC1)O